C(#N)C1=C(C=CC=C1)S(=O)(=O)N[C@@H]([C@H](C)C1=C(C(=CC=C1F)C)C)C=1OC(NN1)=O 2-cyano-N-((1S,2R)-2-(6-fluoro-2,3-dimethylphenyl)-1-(5-oxo-4,5-dihydro-1,3,4-oxadiazol-2-yl)propyl)benzenesulfonamide